C1(CC1)[C@@H](C)NC=1N=CC2=C(N1)NC=C2C2=CC=1N(C=C2)N=CC1C=1C=NN(C1)C (R)-N-(1-cyclopropylethyl)-5-(3-(1-methyl-1H-pyrazol-4-yl)pyrazolo[1,5-a]pyridin-5-yl)-7H-pyrrolo[2,3-d]pyrimidin-2-amine